4-ethylphenol-d10 [2H]C1=C(C(=C(C(=C1C([2H])([2H])C([2H])([2H])[2H])[2H])[2H])O[2H])[2H]